C1(CC1)C1=CC=C(C=C1)C(CC)N1C[C@@H](N(C[C@H]1CC)C=1C2=C(N(C(N1)=O)C)C=CC(=N2)C#N)C 4-((2s,5r)-4-(1-(4-cyclopropylphenyl)propyl)-5-ethyl-2-methylpiperazin-1-yl)-1-methyl-2-oxo-1,2-dihydropyrido[3,2-d]pyrimidine-6-carbonitrile